1-(3,5-difluorobenzyl)-2-methyl-6-(3-(pyridin-3-yl)-5H-pyrrolo[2,3-b]pyrazin-5-yl)-1H-imidazo[4,5-b]pyridine FC=1C=C(CN2C(=NC3=NC=C(C=C32)N3C=CC=2C3=NC(=CN2)C=2C=NC=CC2)C)C=C(C1)F